7-[2-(1-cyclopropylpyrazol-4-yl)-6-methyl-morpholin-4-yl]-9-(2,4-difluorophenyl)pyrido[1,2-a]pyrimidin-4-one C1(CC1)N1N=CC(=C1)C1CN(CC(O1)C)C=1C=C(C=2N(C(C=CN2)=O)C1)C1=C(C=C(C=C1)F)F